p-cyanophenylacetylene C(#N)C1=CC=C(C=C1)C#C